N-(4-bromo-2-nitro-phenyl)carbamic acid tert-butyl ester C(C)(C)(C)OC(NC1=C(C=C(C=C1)Br)[N+](=O)[O-])=O